(2-bromo-4-methylthiazol-5-yl)(morpholino)methanone BrC=1SC(=C(N1)C)C(=O)N1CCOCC1